C(C=C)(=O)N1CC(=CCC1)C=1C=NN(C1)C(C(=O)NC1=NC=C(C(=N1)C1=CNC2=CC(=CC=C12)C(F)(F)F)C(F)(F)F)C 2-(4-(1-propenoyl-1,2,5,6-tetrahydropyridin-3-yl)-1H-pyrazol-1-yl)-N-(4-(6-trifluoromethyl-1H-indol-3-yl)-5-(trifluoromethyl)pyrimidin-2-yl)propionamide